2-(4-acetyl-1,4-diazepan-1-yl)-4-((6-cyclopropylpyridin-3-yl)amino)-N-methylpyrimidine-5-carboxamide C(C)(=O)N1CCN(CCC1)C1=NC=C(C(=N1)NC=1C=NC(=CC1)C1CC1)C(=O)NC